ClC=1C=C(C=NC1OC1=CC=CC=C1)NC=1C2=C(N=CN1)C=CC(=N2)C2CN(CCC2)C(=O)OC(C)(C)C tert-butyl 3-[4-[(5-chloro-6-phenoxy-3-pyridyl)amino]pyrido[3,2-d]pyrimidin-6-yl]piperidine-1-carboxylate